(S)-(4-chloro-3,5-difluoro-1H-indol-2-yl)(4-(4-methylmorpholine-3-carbonyl)piperazin-1-yl)methanone 2,2,2-trifluoroethyltrifluoromethane-sulfonate FC(COS(=O)(=O)C(F)(F)F)(F)F.ClC1=C2C(=C(NC2=CC=C1F)C(=O)N1CCN(CC1)C(=O)[C@H]1N(CCOC1)C)F